C(C)(C)(C)OC(=O)N1[C@H](CN([C@@H](C1)C)C(C1=NC=C(C=C1)C(F)(F)F)C1=NC=C(C=C1)C(F)(F)F)C.CN1N=C(C=C1C(=O)N)CCC 1-methyl-3-n-propylpyrazole-5-formamide tert-butyl-(2S,5R)-4-(bis(5-(trifluoromethyl)pyridin-2-yl)methyl)-2,5-dimethylpiperazine-1-carboxylate